F[P-](F)(F)(F)(F)F.F[P-](F)(F)(F)(F)F.C1=CC=CC=2NC3=CC=CC=C3NC12 5,10-dihydrophenazine bis(hexafluorophosphate)